[Si](C)(C)(C(C)(C)C)O[C@H]1[C@@H]([C@@H]([C@H](C1)O[Si](C)(C)C(C)(C)C)/C=C/C(CCC(=O)OC)O[Si](C)(C)C(C)(C)C)C\C=C/CC (E)-methyl 6-((1S,2R,3R,5S)-3,5-bis((tert-butyldimethylsilyl)oxy)-2-((Z)-pent-2-en-1-yl)cyclopentyl)-4-((tert-butyldimethylsilyl)oxy)hex-5-enoate